CC1(C=NC2=CC(=CC=C12)C(=O)OC)C methyl 3,3-dimethylindole-6-carboxylate